3-aminocyclobutyl 4-(((3R,4R)-1-(2-cyanoacetyl)-4-methylpiperidin-3-yl) (methyl) amino)-7H-pyrrolo[2,3-d]pyrimidine-7-carboxylate hydrochloride Cl.C(#N)CC(=O)N1C[C@@H]([C@@H](CC1)C)N(C=1C2=C(N=CN1)N(C=C2)C(=O)OC2CC(C2)N)C